(5s,7as)-5-((difluoromethoxy)methyl)-2-methylenetetrahydro-1H-pyrrolizin FC(OC[C@H]1N2CC(C[C@@H]2CC1)=C)F